ClC=1N=C(C2=C(N1)CN(CC2)C2=CC=CC1=CC=CC=C21)N2C[C@@H](N(CC2)C(=O)OCC2=CC=CC=C2)CC#N benzyl (S)-4-(2-chloro-7-(naphthalen-1-yl)-5,6,7,8-tetrahydropyrido(3,4-d)pyrimidin-4-yl)-2-(cyanomethyl)piperazine-1-carboxylate